1-(trans-2-cyanocyclohexyl)-3-[(2-hydroxy-1,2-benzoxaborole-6-yl)amino]pyrazole-4-carboxamide C(#N)[C@H]1[C@@H](CCCC1)N1N=C(C(=C1)C(=O)N)NC1=CC2=C(CB(O2)O)C=C1